CC(=O)N[C@@H](CS)C(=O)O The molecule is an N-acetyl-L-amino acid that is the N-acetylated derivative of the natural amino acid L-cysteine. It has a role as an antiinfective agent, an antioxidant, an antiviral drug, an antidote to paracetamol poisoning, a vulnerary, a mucolytic, a human metabolite and a radical scavenger. It is a L-cysteine derivative, an acetylcysteine and a N-acetyl-L-amino acid. It is a conjugate acid of a N-acetyl-L-cysteinate.